NC=1C(=NC(=CN1)C1=C(C=CC(=C1)C1=C2N(N=C1)CC(C2)(C)C)O)C(=O)N[C@@H]2CNC1(CC1)CC2 (S)-3-amino-6-(5-(5,5-dimethyl-5,6-dihydro-4H-pyrrolo[1,2-b]pyrazol-3-yl)-2-hydroxyphenyl)-N-(4-azaspiro[2.5]octan-6-yl)pyrazine-2-carboxamide